N-(4-cyanobenzyl)-1-methyl-7-oxo-6-((1-(N-(pyrimidin-2-ylmethyl)sulfamoyl)cyclopropyl)methyl)-4,5,6,7-tetrahydro-1H-pyrazolo[3,4-c]pyridine-3-carboxamide C(#N)C1=CC=C(CNC(=O)C2=NN(C=3C(N(CCC32)CC3(CC3)S(NCC3=NC=CC=N3)(=O)=O)=O)C)C=C1